titanium phosphorus [P].[Ti]